ClC=1C(=C(CNC([C@H](CO)NC(CN2N=C(C3=CC=CC=C23)C(=O)N)=O)=O)C=CC1)F (S)-1-(2-((1-((3-chloro-2-fluorobenzyl)amino)-3-hydroxy-1-oxoprop-2-yl)amino)-2-oxoethyl)-1H-indazole-3-carboxamide